2-hydroxypropyl-trimethylammonium formate salt C(=O)[O-].OC(C[N+](C)(C)C)C